1-(2,4-dichloropyrimidin-5-yl)ethanone ClC1=NC=C(C(=N1)Cl)C(C)=O